3-(5-amino-6-((1-(1-methylpiperidin-4-yl)-1H-pyrazol-4-yl)oxy)pyrazin-2-yl)-5-methylbenzenesulfonamide NC=1N=CC(=NC1OC=1C=NN(C1)C1CCN(CC1)C)C=1C=C(C=C(C1)C)S(=O)(=O)N